3-hydroxytriazolo[4,5-b]pyridine ON1N=NC=2C1=NC=CC2